C(CCCCCCCCCCC)(=O)N([C@@H](C)C(=O)O)C(CCCCCCCCCCC)=O N-dodecanoyl(lauroyl)alanine